(S)-6-bromo-N-((R)-1-(3-(difluoromethyl)-2-fluorophenyl)ethyl)-3-methyl-2,3-dihydroimidazo[1,2-a]pyridine-8-carboxamide BrC=1C=C(C=2N(C1)[C@H](CN2)C)C(=O)N[C@H](C)C2=C(C(=CC=C2)C(F)F)F